C(C)(C)N1N=C(C2=NC(=CC(=C21)NCC=2C=NNC2)C=2C(=NC=CC2)OCCC)C 1-isopropyl-3-methyl-5-(2-propoxy-3-pyridyl)-N-(1H-pyrazol-4-ylmethyl)pyrazolo[4,3-b]pyridin-7-amine